1-(3-methyl-1,2,4-oxadiazol-5-yl)-4-{4-[(2S)-pyrrolidin-2-yl]piperidin-1-yl}azepan trifluoroacetate FC(C(=O)O)(F)F.CC1=NOC(=N1)N1CCC(CCC1)N1CCC(CC1)[C@H]1NCCC1